C(C)S(=O)(=O)NC1=CC=C(C=C1)C1=C2C(=NC=C1)NC(=C2)C 4-(4-(ethylsulfonamido)phenyl)-2-methyl-1H-pyrrolo[2,3-b]pyridin